4-((5-nitro-1-(phenylsulfonyl)-1H-pyrrolo[2,3-b]pyridin-4-yl)amino)tetrahydro-2H-pyran-4-carboxylic acid methyl ester COC(=O)C1(CCOCC1)NC1=C2C(=NC=C1[N+](=O)[O-])N(C=C2)S(=O)(=O)C2=CC=CC=C2